2-(3-methoxyphenyl)-quinazolin-4(3H)-one COC=1C=C(C=CC1)C1=NC2=CC=CC=C2C(N1)=O